4H-pyrazino[2,3-b][1,4]Oxazine O1C2=C(NC=C1)N=CC=N2